CC(=CCCC(C)C1OCCC(O1)CCC(=O)C1=CC=CC=C1)C (+-)-3-(2-(6-methylhept-5-en-2-yl)-1,3-dioxan-4-yl)-1-phenylpropan-1-one